5-(5-(tert-butoxycarbonyl)-4,5-dihydroisoxazol-3-yl)-2-methoxybenzoic acid C(C)(C)(C)OC(=O)C1CC(=NO1)C=1C=CC(=C(C(=O)O)C1)OC